S1C2=C(C=C1)C=CC=C2S Benzo[b]thiophene-7-thiol